5-chloro-2-(4-methoxybenzyl)-2H-pyrazolo[4,3-d]Pyrimidin-7(6H)-one ClC=1NC(C=2C(N1)=CN(N2)CC2=CC=C(C=C2)OC)=O